2,4-Diaminopyrimidine-3-oxide NC1=NC=CC(=[N+]1[O-])N